2-hydroxypropane-1-sulfonic acid OC(CS(=O)(=O)O)C